COC1=CC=C(C(C2=CC=C(C=C2)OC)(C2=CC=CC=C2)OC[C@@H]2[C@H]([C@H]([C@@H](O2)N2C=NC=3C(=O)NC(NC(C(C)C)=O)=NC23)OCCOC)O)C=C1 5'-O-(4,4'-Dimethoxytrityl)-N2-isobutyryl-2'-O-methoxyethyl-guanosine